C(N)(OC1=CCC=CC1)=O 1,4-cyclohexadienyl carbamate